C[C@@H]1CN(C[C@@H](O1)C=1C=NOC1C)C1=NC(=NC=C1)C1=CN=C2N1C=C(C=C2)C(F)(F)F (2R,6S)-2-methyl-6-(5-methylisoxazol-4-yl)-4-(2-(6-(trifluoromethyl)imidazo[1,2-a]pyridin-3-yl)pyrimidin-4-yl)morpholine